2-(4-(2-((4-(Bis((9Z,12Z)-2-hydroxyoctadeca-9,12-dien-1-yl)amino)butyl)disulfaneyl)ethyl)piperazin-1-yl)ethyl 5-(bis((Z)-2-hydroxyoctadec-9-en-1-yl)amino)pentanoate OC(CN(CCCCC(=O)OCCN1CCN(CC1)CCSSCCCCN(CC(CCCCCC\C=C/C\C=C/CCCCC)O)CC(CCCCCC\C=C/C\C=C/CCCCC)O)CC(CCCCCC\C=C/CCCCCCCC)O)CCCCCC\C=C/CCCCCCCC